ClC=1C(=CC2=C(N(C[C@H](N(S2(=O)=O)C)C2CCCCC2)C2=CC=CC=C2)C1)C1CC(C1)C(=O)OC methyl (R)-3-(7-chloro-3-cyclohexyl-2-methyl-1,1-dioxido-5-phenyl-2,3,4,5-tetrahydrobenzo[f][1,2,5]thiadiazepin-8-yl)cyclobutane-1-carboxylate